ClC1=C(C(=C(C=C1)NC(=O)NC1=CC(=CC=C1)F)F)C(=O)C=1C=C2N=CC=NC2=CC1 1-(4-chloro-2-fluoro-3-(quinoxaline-6-carbonyl)phenyl)-3-(3-fluorophenyl)urea